4-((1S,2S)-2-(6-(2,4-dimethoxypyrimidin-5-yl)-3-fluoroimidazo[1,2-b]pyridazin-8-yl)cyclopropyl)-2-fluorobenzonitrile COC1=NC=C(C(=N1)OC)C=1C=C(C=2N(N1)C(=CN2)F)[C@@H]2[C@H](C2)C2=CC(=C(C#N)C=C2)F